[Cl-].CN1CN(C=C1)CC1=CC=C(C=C1)C=C 1-methyl-3-(4-vinylbenzyl)imidazole chloride